2-[(2S,4R)-4-fluoro-2-{[(S)-[3-fluoro-4-(1-methylcyclopropyl)phenyl](phenyl) methyl]carbamoyl}pyrrolidin-1-yl]-2-oxoethyl 4-(cyclopropylmethyl)piperazine-1-carboxylate C1(CC1)CN1CCN(CC1)C(=O)OCC(=O)N1[C@@H](C[C@H](C1)F)C(N[C@@H](C1=CC=CC=C1)C1=CC(=C(C=C1)C1(CC1)C)F)=O